chloro-difluoromethane ClC(F)F